N-(3-ethyl-1H-indazol-5-yl)-2-oxo-1,2-dihydroquinoline-3,8-dicarboxamide C(C)C1=NNC2=CC=C(C=C12)NC(=O)C=1C(NC2=C(C=CC=C2C1)C(=O)N)=O